2-oxotetrahydrofuran-3-yl methacrylate C(C(=C)C)(=O)OC1C(OCC1)=O